FC=1C=C(C=C(C1)C(C)(C)OC)NC(=O)C1=NC(=NC(=C1)C(F)(F)F)N1C=NC=C1 N-(3-fluoro-5-(2-methoxypropan-2-yl)phenyl)-2-(1H-imidazol-1-yl)-6-(trifluoromethyl)pyrimidine-4-carboxamide